3-phenyl-9-(7-(4,4,5,5-tetramethyl-1,3,2-dioxaborolan-2-yl)dibenzo[b,d]furan-4-yl-1,2,3,6,8,9-d6)-9H-carbazole C1(=CC=CC=C1)C=1C=CC=2N(C3=CC=CC=C3C2C1)C1=C(C(=C(C2=C1OC1=C2C(=C(C(=C1[2H])B1OC(C(O1)(C)C)(C)C)[2H])[2H])[2H])[2H])[2H]